2-(3,3-difluoro-4-(((5-fluoro-6-(2-(2-fluoro-4-(trifluoromethyl)phenyl)pyrrolidin-1-yl)pyrimidin-4-yl)amino)methyl)piperidin-1-yl)acetamide FC1(CN(CCC1CNC1=NC=NC(=C1F)N1C(CCC1)C1=C(C=C(C=C1)C(F)(F)F)F)CC(=O)N)F